C1(CCC1)CN[C@H]1CN(CCC1)C1=CC(N(C=C1)C(C)N1N=NC(=C1)C=1C=NC=C(C1)N1C(CCC1)C)=O 4-((R)-3-((cyclobutylmethyl)amino)piperidin-1-yl)-1-(1-(4-(5-(2-methyl-pyrrolidin-1-yl)pyridin-3-yl)-1H-1,2,3-triazol-1-yl)ethyl)pyridin-2(1H)-one